N-[3-(2-amino-1H-benzimidazol-5-yl)-2,4-difluorophenyl]-5-chloro-2-methoxypyridine NC1=NC2=C(N1)C=CC(=C2)C=2C(=C(C=CC2F)N2C(C=CC(=C2)Cl)OC)F